(S)-6-((4-((2-hydroxy-1-phenylethyl)amino)-5-(1,3,4-oxadiazol-2-yl)pyridin-2-yl)amino)-1-isopropyl-1,2-dihydro-3H-indazol-3-one OC[C@H](C1=CC=CC=C1)NC1=CC(=NC=C1C=1OC=NN1)NC1=CC=C2C(NN(C2=C1)C(C)C)=O